(R)-7-cyclopropyl-4,8-dimethyl-2-(((1-((1-methyl-3-(trifluoromethyl)-1H-pyrazol-5-yl)methyl)-1H-pyrazol-4-yl)methyl)amino)-7,8-dihydropteridin-6(5H)-one C1(CC1)[C@@H]1C(NC=2C(=NC(=NC2N1C)NCC=1C=NN(C1)CC1=CC(=NN1C)C(F)(F)F)C)=O